N-{(1R)-1-[3-(1H-indol-6-yl)phenyl]ethyl}-6,7-dimethoxy-2-methylquinazolin-4-amine N1C=CC2=CC=C(C=C12)C=1C=C(C=CC1)[C@@H](C)NC1=NC(=NC2=CC(=C(C=C12)OC)OC)C